N=1C=NN2C1C=C(C=C2)OC2=C(C=C(C=C2)NC2=NC=NN1C2=C(C=C1)C1CCN(CC1)C([C@@H](F)Cl)=O)C (S)-1-(4-(4-((4-([1,2,4]triazolo[1,5-a]pyridin-7-yloxy)-3-methylphenyl)amino)pyrrolo[2,1-f][1,2,4]triazin-5-yl)piperidin-1-yl)-2-chloro-2-fluoroethan-1-one